COC12CC(C1)(C2)C(=O)NC(NC2=CC(=C(C=C2)C)OC2=NC=CC=C2)=O 3-methoxy-N-((4-methyl-3-(pyridin-2-yloxy)phenyl)carbamoyl)bicyclo[1.1.1]pentane-1-carboxamide